C(C1=CC=CC=C1)OC(C(=O)O)(CCOCC[C@H](C)O[Si](C)(C)C(C)(C)C)C(F)(F)F 2-Benzyloxy-4-[(3S)-3-[tert-butyl(dimethyl)silyl]oxybutoxy]-2-(trifluoromethyl)butanoic acid